C(N)(=O)C1=NN(C=C1NC(=O)C=1C=NN2C1N=C(C=C2)N[C@@H]2[C@@H](CCCC2)NC(OC(C)(C)C)=O)CC tert-butyl ((1R,2S)-2-((3-((3-carbamoyl-1-ethyl-1H-pyrazol-4-yl)carbamoyl)pyrazolo[1,5-a]pyrimidin-5-yl)amino)cyclohexyl)carbamate